C(#C)C1=CC=C(CCN(C(OC(C)(C)C)=O)CCCO)C=C1 tert-butyl (4-ethynylphenethyl)(3-hydroxypropyl)carbamate